C(C1=CC=CC=C1)N1C(C2COCCN2C([C@@H]1COC(C)(C)C)=O)=O (7S)-8-benzyl-7-(tert-Butoxymethyl)hexahydropyrazino[2,1-c][1,4]Oxazine-6,9-dione